5-(1-methyl-2-oxo-1,2-dihydro-3H-imidazo[4,5-b]pyridin-3-yl)pyridin CN1C(N(C2=NC=CC=C21)C=2C=CC=NC2)=O